C1=CC=CC=2PC3=C(C21)C=CC=C3 dibenzophospholine